(R)-6-cyclopropyl-4-((1-(3-(1,1-difluoro-2-hydroxy-2-methylpropyl)-2-fluorophenyl)ethyl)amino)-2-methyl-2,6-dihydropyrido[3,4-d]pyridazine-1,7-dione C1(CC1)N1C=C2C(=NN(C(C2=CC1=O)=O)C)N[C@H](C)C1=C(C(=CC=C1)C(C(C)(C)O)(F)F)F